(3S)-3-(3-(difluoromethoxy)-5-(1H-pyrazol-1-yl)phenyl)-3-(2-(4-((5-fluoro-1,4,5,6-tetrahydropyrimidin-2-yl)amino)-1H-indazole-6-carboxamido)acetamido)propanoic acid FC(OC=1C=C(C=C(C1)N1N=CC=C1)[C@H](CC(=O)O)NC(CNC(=O)C1=CC(=C2C=NNC2=C1)NC=1NCC(CN1)F)=O)F